Cl.CN1CCC(CC1)C(=O)NC1=NNC2=CC=C(C=C12)C1=NNC=C1 1-Methyl-N-[5-(1H-pyrazol-3-yl)-1H-indazol-3-yl]piperidine-4-carboxamide hydrochloride